3-[2-hydroxy-4-oxo-7-(triethoxysilyl)heptylamino]-5-methylamino-4H-1,2,4-triazole OC(CNC1=NN=C(N1)NC)CC(CCC[Si](OCC)(OCC)OCC)=O